7-fluoro-3-(3-(4-(3-fluorophenyl)piperazin-1-yl)-3-oxopropyl)-5-methylisoquinolin-1(2H)-one FC1=CC(=C2C=C(NC(C2=C1)=O)CCC(=O)N1CCN(CC1)C1=CC(=CC=C1)F)C